N-[3-[2-(difluoromethoxy)-5-[(2R)-2-hydroxypropyl]sulfanyl-phenyl]-1-methyl-pyrazol-4-yl]pyrazolo[1,5-a]pyrimidine-3-carboxamide FC(OC1=C(C=C(C=C1)SC[C@@H](C)O)C1=NN(C=C1NC(=O)C=1C=NN2C1N=CC=C2)C)F